2-(4-(4-Chlorophenyl)piperazin-1-yl)-N-(pyridin-2-ylmethyl)ethan-1-amine ClC1=CC=C(C=C1)N1CCN(CC1)CCNCC1=NC=CC=C1